3-fluoro-4-methoxy-N-((5-methyl-1H-benzotriazol-4-yl)methyl)benzamide FC=1C=C(C(=O)NCC2=C(C=CC=3NN=NC32)C)C=CC1OC